BrC=1C=C2C(C(NC2=CC1)=O)(C)C 5-bromo-3,3-dimethyl-indolin-2-one